1-[3-[(2S,4S)-4-(difluoromethyl)tetrahydrofuran-2-yl]-6-[5-[(6-methylpyridazin-3-yl)amino]benzimidazol-1-yl]-2-pyridyl]-5-methyl-pyrazole-3-carbonitrile FC([C@H]1C[C@H](OC1)C=1C(=NC(=CC1)N1C=NC2=C1C=CC(=C2)NC=2N=NC(=CC2)C)N2N=C(C=C2C)C#N)F